CC1(NC(CC(C1)OC(CCCCCCCCC(=O)OC1CC(NC(C1)(C)C)(C)C)=O)(C)C)C.C(#N)C(C)(C)C=1C=C(C(=O)NC2=C(C=C(C(=C2)C=2C=NC3=CC(=NC=C3C2)NC)C)F)C=CC1 3-(2-cyanoprop-2-yl)-N-(2-fluoro-4-methyl-5-(7-(methylamino)-1,6-naphthyridin-3-yl)phenyl)benzamide bis(2,2,6,6-tetramethyl-4-piperidinyl)sebacate